(8r,9r)-5-fluoro-8-(4-fluorophenyl)-9-(2-butyl-4-oxo-1,3-diazaspiro-[4.4]non-1-en-3-yl)-8,9-dihydro-2H-pyrido[4,3,2-de]phthalazin-3(7H)-one FC=1C=C2C=3C(=NNC(C3C1)=O)[C@@H]([C@H](N2)C2=CC=C(C=C2)F)N2C(=NC1(C2=O)CCCC1)CCCC